C(#N)N1C2CCC(C1)[C@H]2NC(C2=CC=C(C=C2)C=2C=NC=CC2NC2=CC=CC=C2)=O N-((7R)-2-cyano-2-azabicyclo[2.2.1]heptan-7-yl)-4-(4-(phenylamino)pyridin-3-yl)benzamide